ClC1=C(C(=C(C=C1OC)OC)Cl)C1=CC2=C(N=C(N=C2)N[C@H]2[C@H](CCC2)NC(C=C)=O)N(C1=O)CC N-((1S,2R)-2-((6-(2,6-dichloro-3,5-dimethoxyphenyl)-8-ethyl-7-oxo-7,8-dihydropyrido[2,3-d]pyrimidin-2-yl)amino)cyclopentyl)acrylamide